N1=NC(=C2C1=CC=N2)N pyrrolopyrazolamine